8-((4-(benzo[d][1,3]dioxol-5-yl((tetrahydro-2H-pyran-3-yl)methyl)amino)cyclohexyl)(methyl)amino)-5-methyl-6-oxo-5,6-dihydro-1,5-naphthyridine-2,7-dicarbonitrile O1COC2=C1C=CC(=C2)N(C2CCC(CC2)N(C2=C(C(N(C=1C=CC(=NC21)C#N)C)=O)C#N)C)CC2COCCC2